N-(5-(3-(5-bromofuran-2-yl)phenyl)imidazo[1,2-a]pyridin-2-yl)cyclopropanecarboxamide BrC1=CC=C(O1)C=1C=C(C=CC1)C1=CC=CC=2N1C=C(N2)NC(=O)C2CC2